C(=O)O.OC1CC(C1)CN1N=C(C(=C1)NC(=O)C=1N=C(SC1)C=1C=NNC1)C1=NC=CC=C1 N-(1-(((1r,3r)-3-hydroxycyclobutyl)methyl)-3-(pyridin-2-yl)-1H-pyrazol-4-yl)-2-(1H-pyrazol-4-yl)thiazole-4-carboxamide formate